tetrasodium ethyleneglycol C(CO)O.[Na].[Na].[Na].[Na]